NC1=NC(N(C=C1)C1=CC=C(C=C1)OC(CO[Si](C)(C)C(C)(C)C)C)=O 4-amino-1-(4-((1-((t-butyldimethylsilyl)oxy)propan-2-yl)oxy)phenyl)pyrimidin-2(1H)-one